heptyl bromoformate BrC(=O)OCCCCCCC